C(C)(C)OC1=C(C=C(C=C1)C(C)=O)C(F)(F)F 1-[4-isopropoxy-3-(trifluoromethyl)phenyl]ethanone